4-(5-(4-methoxyphenyl)-4,5-dihydroisoxazol-3-yl)aniline COC1=CC=C(C=C1)C1CC(=NO1)C1=CC=C(N)C=C1